lithium (tert-butoxycarbonyl)amide C(C)(C)(C)OC(=O)[NH-].[Li+]